5'-Chloro-2'-(hydroxymethyl)-6'H-spiro[cyclohexane-1,9'-furo[2,3-f]quinazolin] ClC=1C=C2C(=C3C4(N=CNC13)CCCCC4)OC(=C2)CO